(R)-(4-((1-(3-amino-5-(difluoromethyl)phenyl)ethyl)amino)-2-methyl-6-(methylamino)quinazolin-7-yl)(morpholino)methanone NC=1C=C(C=C(C1)C(F)F)[C@@H](C)NC1=NC(=NC2=CC(=C(C=C12)NC)C(=O)N1CCOCC1)C